(S)-N-(1-(4-(1-naphthoyl)piperazin-1-yl)-6-acrylamido-1-oxohexan-2-yl)-2-fluorobenzamide C1(=CC=CC2=CC=CC=C12)C(=O)N1CCN(CC1)C([C@H](CCCCNC(C=C)=O)NC(C1=C(C=CC=C1)F)=O)=O